C1(CCCC1)C(=O)OC methyl cyclopentanate